5-oxo-5,6-dihydro-1,6-naphthyridine-7-carbaldehyde O=C1C=2C=CC=NC2C=C(N1)C=O